C(#N)C1=C(C=C(CN2CC(CC2)C(=O)OCC)C=C1OC)F ethyl 1-(4-cyano-3-fluoro-5-methoxy benzyl)pyrrolidine-3-carboxylate